7-pyreneboronic acid C1=CC=C2C=CC3=CC(=CC4=CC=C1C2=C34)B(O)O